6-(4-fluorophenyl)-2-(2-morpholinoethyl)-2H-indazole FC1=CC=C(C=C1)C=1C=CC2=CN(N=C2C1)CCN1CCOCC1